NC1=C(C=CC(=C1)Br)N(C(CCC(=O)OC)=O)C methyl 4-((2-amino-4-bromophenyl) (methyl) amino)-4-oxobutanoate